2-((3',6-dichloro-[1,1'-biphenyl]-2-yl)amino)benzoic acid ClC=1C=C(C=CC1)C1=C(C=CC=C1Cl)NC1=C(C(=O)O)C=CC=C1